C(#N)CCC(C(=O)N)(C)C (2-cyanoethyl)isobutyramide